2-[1-(4-methylbenzyl)-1H-indole-3-carboxamido]Benzoic acid CC1=CC=C(CN2C=C(C3=CC=CC=C23)C(=O)NC2=C(C(=O)O)C=CC=C2)C=C1